2,4,6-Tris(4-aminophenyl)-pyrimidine NC1=CC=C(C=C1)C1=NC(=CC(=N1)C1=CC=C(C=C1)N)C1=CC=C(C=C1)N